terephthalic acid, Glycidyl ester C(C1=CC=C(C(=O)[O-])C=C1)(=O)OCC1CO1